FC=1C=C(C=C(C1)F)C1=C(C(=CC=C1)CC(=O)N[C@H]1C(CCC[C@@H]1N1CCN(CC1)C(C)C)(F)F)OC(F)(F)F 2-(3',5'-difluoro-2-(trifluoromethoxy)-[1,1'-biphenyl]-3-yl)-N-((1R,6S)-2,2-difluoro-6-(4-isopropylpiperazin-1-yl)cyclohexyl)acetamide